FC(C1=NC(=NC(=N1)C(F)F)N1[C@H](C=2NC3=CC=CC=C3C2CC1)CC1COCOC1)F (1S)-2-[4,6-bis(difluoromethyl)-1,3,5-triazin-2-yl]-1-[(1,3-dioxan-5-yl)methyl]-2,3,4,9-tetrahydro-1H-pyrido[3,4-b]indole